2-bromo-N-(5-(cyclobutylmethyl)pyridin-2-yl)propanamide BrC(C(=O)NC1=NC=C(C=C1)CC1CCC1)C